cis-(2E)-4-(dimethylamino)-N-ethyl-N-[3-[(6-(4-hydroxyphenyl)-1H-indazol-4-yl)oxy]cyclobutyl]but-2-enamide CN(C/C=C/C(=O)N([C@@H]1C[C@@H](C1)OC1=C2C=NNC2=CC(=C1)C1=CC=C(C=C1)O)CC)C